5-(2-ethoxy-5-((3-((4-hydroxybutyl)(methyl)amino)azetidin-1-yl)sulfonyl)phenyl)-1-methyl-3-propyl-1,6-dihydro-7H-pyrazolo[4,3-d]pyrimidin-7-one C(C)OC1=C(C=C(C=C1)S(=O)(=O)N1CC(C1)N(C)CCCCO)C=1NC(C2=C(N1)C(=NN2C)CCC)=O